N1(CCCCC1)C1CCCCC1 mono-azabicyclohexan